(S)-4-oxo-3-(2-oxo-2-((1-(4-(trifluoromethoxy)phenyl)ethyl)amino)ethyl)-3,4-dihydrobenzo[d][1,2,3]triazin-7-yl hydrogen sulfate S(=O)(=O)(OC=1C=CC2=C(N=NN(C2=O)CC(N[C@@H](C)C2=CC=C(C=C2)OC(F)(F)F)=O)C1)O